3-(7-dimethylphosphoryl-[1,2,4]triazolo[4,3-a]pyridin-3-yl)cyclohexanamine CP(=O)(C)C1=CC=2N(C=C1)C(=NN2)C2CC(CCC2)N